4-chloro-1-(tetrahydro-2H-pyran-2-yl)-1H-pyrazolo[3,4-d]pyrimidine ClC1=C2C(=NC=N1)N(N=C2)C2OCCCC2